3-((cyclopropylamino)methylene)-2-((2-(4-iodophenyl)oxazol-5-yl)methyl)benzopyran C1(CC1)NC=C1C(OC2=C(C1)C=CC=C2)CC2=CN=C(O2)C2=CC=C(C=C2)I